6-(5-hydroxyfurfurylamino)-9-β-D-arabinofuranosylpurine OC1=CC=C(CNC2=C3N=CN(C3=NC=N2)[C@H]2[C@@H](O)[C@H](O)[C@H](O2)CO)O1